Cl.NN hydrazine compound with hydrochloride